1,1-difluoro-3-(1H-tetrazol-1-yl)-1-(5-(4-(2,2,2-trifluoroethoxy)phenyl)pyridin-2-yl)propan-2-ol FC(C(CN1N=NN=C1)O)(C1=NC=C(C=C1)C1=CC=C(C=C1)OCC(F)(F)F)F